3,3,4,4-tetrafluoro-1,2-bis(trifluoromethyl)cyclobut-1-ene FC1(C(=C(C1(F)F)C(F)(F)F)C(F)(F)F)F